5-(9-((1-(5-methoxy-2-(1-methyl-1H-pyrazol-4-yl)-4-nitrophenyl)piperidin-4-yl)methyl)-3,9-diazaspiro[5.5]undec-3-yl)pyridine-2-carboxylic acid methyl ester COC(=O)C1=NC=C(C=C1)N1CCC2(CC1)CCN(CC2)CC2CCN(CC2)C2=C(C=C(C(=C2)OC)[N+](=O)[O-])C=2C=NN(C2)C